COCC1C[C@H](N(C1)C=1C=NN(C(C1C(F)(F)F)=O)COCC[Si](C)(C)C)COCCC(=O)OC(C)(C)C tert-butyl 3-[[(2S)-4-(methoxymethyl)-1-[6-oxo-5-(trifluoromethyl)-1-[[2-(trimethylsilyl)ethoxy]methyl]-1,6-dihydropyridazin-4-yl]pyrrolidin-2-yl]methoxy]propanoate